2-[1-(2-cyanophenyl)-1-[1-(difluoromethyl)pyrazol-4-yl]propan-2-yl]-5-methoxy-1-methyl-N-(1,2-oxazol-4-yl)-6-oxopyrimidine-4-carboxamide C(#N)C1=C(C=CC=C1)C(C(C)C=1N(C(C(=C(N1)C(=O)NC=1C=NOC1)OC)=O)C)C=1C=NN(C1)C(F)F